ClC=1C=CC2=C(N=C(O2)C2CC3(CC(C3)NC(=O)C=3OC(=CC3)S(N)(=O)=O)C2)C1 (Ra)-N-[6-(5-chloro-1,3-benzoxazol-2-yl)spiro[3.3]heptan-2-yl]-5-sulfamoyl-furan-2-carboxamide